4-tert-butyl-1,1-biphenyl C(C)(C)(C)C1=CC=C(C=C1)C1=CC=CC=C1